4-vinyl-1H-pyrazolo[3,4-c]pyridine C(=C)C1=C2C(=CN=C1)NN=C2